ClC=1C(=C(C(=C(C1C)NC(C)=O)CC)NC(C)=O)CC N,N'-(5-chloro-2,4-diethyl-6-methyl-1,3-phenylene)diacetamide